tert-butyl (R)-2-((tert-butoxycarbonyl)amino)-5-((tert-butyldiphenylsilyl)oxy)pentanoate C(C)(C)(C)OC(=O)N[C@@H](C(=O)OC(C)(C)C)CCCO[Si](C1=CC=CC=C1)(C1=CC=CC=C1)C(C)(C)C